tert-Butyl N-[(1S)-1-{[(1S)-1-cyclohexyl-2-(4-{[6-fluoro-1-(2-methoxyethyl)-1H-indol-2-yl]carbonyl}-piperazin-1-yl)-2-oxoethyl]carbamoyl}ethyl]-N-methylcarbamate C1(CCCCC1)[C@@H](C(=O)N1CCN(CC1)C(=O)C=1N(C2=CC(=CC=C2C1)F)CCOC)NC(=O)[C@H](C)N(C(OC(C)(C)C)=O)C